[Na].[Si].[Si].[Si].[Si].C(CCCCCCCCCCCCCCC)[SiH]1O[SiH2]O[SiH2]O[SiH2]O1 hexadecyl-cyclotetrasiloxane tetrasilicon sodium